2-[2-(1-chlorocyclopropyl)-3-o-chlorobenzyl-2-hydroxypropyl]-triazole ClC1(CC1)C(CN1N=CC=N1)(CCC1=C(C=CC=C1)Cl)O